C(CCCCC)OC=1C(C(=O)[O-])=CC=CC1 n-Hexyl-Salicylat